(S)-6-((4-((2-hydroxy-1-phenylethyl)amino)-5-(3-(quinuclidin-4-yl)-1,2,4-oxadiazol-5-yl)pyridin-2-yl)amino)-1-methyl-1,2-dihydro-3H-pyrazolo[3,4-b]pyridin-3-one OC[C@H](C1=CC=CC=C1)NC1=CC(=NC=C1C1=NC(=NO1)C12CCN(CC1)CC2)NC2=CC=C1C(=N2)N(NC1=O)C